1-[1-(ethoxymethyl)pyrazol-3-yl]cyclopropanamine C(C)OCN1N=C(C=C1)C1(CC1)N